4-(7-(4-chloro-2-fluorophenyl)imidazo[5,1-b]oxazol-5-yl)benzoic acid ClC1=CC(=C(C=C1)C=1N=C(N2C1OC=C2)C2=CC=C(C(=O)O)C=C2)F